(E)-N-cyclopropyl-2-(1-(pyridine-2-yl)ethylidene)hydrazine-1-carbothioamide C1(CC1)NC(=S)N/N=C(\C)/C1=NC=CC=C1